2-{[(1r,3R,5'S,7a'R)-3'-oxo-5'-phenyltetrahydro-3'H-spiro[cyclobutane-1,2'-pyrrolo[2,1-b][1,3]oxazol]-3-yl]oxy}pyrimidine-4-carbonitrile O=C1N2[C@H](OC13CC(C3)OC3=NC=CC(=N3)C#N)CC[C@H]2C2=CC=CC=C2